4-benzyl-2-[2-[2-[2-(2-benzyloxyethoxy)ethoxy]ethoxy]ethyl]morpholine C(C1=CC=CC=C1)N1CC(OCC1)CCOCCOCCOCCOCC1=CC=CC=C1